4-Cyano-4-[(dodecylsulfanyl-thiocarbonyl)sulfanyl]pentanoic acid C(#N)C(CCC(=O)O)(C)SC(=S)SCCCCCCCCCCCC